9,9-bis(6-hydroxy-2-naphthyl)-3,6-di(9-phenanthryl)fluorene OC=1C=C2C=CC(=CC2=CC1)C1(C2=CC=C(C=C2C=2C=C(C=CC12)C=1C2=CC=CC=C2C=2C=CC=CC2C1)C=1C2=CC=CC=C2C=2C=CC=CC2C1)C1=CC2=CC=C(C=C2C=C1)O